(2-ETHYL-1-OXOISOINDOLIN-7-YL)BORONIC ACID C(C)N1C(C2=C(C=CC=C2C1)B(O)O)=O